S1C2=C(C=C1)C(=CC=C2)N2CCN(CC2)CCCCOC2=CC=C1C(CC(N(C1=C2)COC(CCCCCCCCCCC)=O)=O)(C)C dodecanoic acid 7-[4-(4-benzo[b]thiophen-4-ylpiperazin-1-yl)butoxy]-4,4-dimethyl-2-oxo-3,4-dihydro-2H-quinolin-1-ylmethyl ester